4-fluoro-5-(1H-imidazol-1-yl)-2-(3-(1-(piperidin-4-yl)vinyl)-1,2,4-triazin-6-yl)phenol FC1=CC(=C(C=C1N1C=NC=C1)O)C1=CN=C(N=N1)C(=C)C1CCNCC1